(4-(2,6-Dioxo-8-phenethyl-1-(prop-2-yn-1-yl)-1,2,6,7-tetrahydro-3H-purin-3-yl)butyl)phosphonic acid O=C1N(C(C=2NC(=NC2N1CCCCP(O)(O)=O)CCC1=CC=CC=C1)=O)CC#C